9-(3,3-Dimethylbutyl)-2-((6-ethylpyridin-3-yl)sulfonyl)-2,9-diazaspiro[5.5]undecane CC(CCN1CCC2(CCCN(C2)S(=O)(=O)C=2C=NC(=CC2)CC)CC1)(C)C